S=O thiooxide